(+/-)-N-[(3R,4S)-3-fluoro-1-methylpiperidin-4-yl]-2-{5-[(methylamino)methyl]-1,3,4-thiadiazol-2-yl}-1-(2,2,2-trifluoroethyl)-1H-indol-4-amine F[C@@H]1CN(CC[C@@H]1NC=1C=2C=C(N(C2C=CC1)CC(F)(F)F)C=1SC(=NN1)CNC)C |r|